N1N=CC(=C1)CCNC1=NC(=NC(=C1C)C)C(=O)N1[C@H](CCC1)C1=C(C=CC=C1)F (R)-(4-((2-(1H-pyrazol-4-yl)ethyl)amino)-5,6-dimethylpyrimidin-2-yl)(2-(2-fluorophenyl)pyrrolidin-1-yl)methanone